CCC(CCCCCCCC)S 3-undecanethiol